[S].[Cd].CC1=NN(C2=CC=C(C=C12)[N+](=O)[O-])CCO 2-(3-methyl-5-nitro-1H-indazol-1-yl)ethanol cadmium sulfur